C(C)(=O)N1[CH-]OCC1=O N-acetyl-2-oxazolidone